(5-(2-fluorophenyl)-1-((3-(2-methoxyethoxy)phenyl)sulfonyl)-1H-pyrrol-3-yl)-N-methyl-methylamine FC1=C(C=CC=C1)C1=CC(=CN1S(=O)(=O)C1=CC(=CC=C1)OCCOC)N(C)C